NC=1C=C(C=C(C1)C(F)(F)F)[C@@H](C)NC1=NC(=NC=2C=C3C(=CC12)N1[C@H](CO3)COCC1)C (S)-N-((R)-1-(3-amino-5-(trifluoromethyl)phenyl)ethyl)-9-methyl-1,2,4a,5-tetrahydro-4H-[1,4]oxazino[4',3':4,5][1,4]oxazino[3,2-g]quinazolin-11-amine